C(#N)C1=CC=C(C=C1)C(CNC(C(=O)N)C1=CC=CC=C1)C (2-(4-cyanophenyl)propyl)amino-2-phenyl-acetamide